Cl.OC=1C=C(C=C(C1)O)C(CNC(CC1=CC=C(C=C1)OC)C)=O 3',5'-dihydroxy-2-[[2-(p-methoxyphenyl)-1-methylethyl]amino]acetophenone hydrochloride